2-fluoro-N-(1,2,4-thiadiazol-5-yl)-benzenesulfonamide FC1=C(C=CC=C1)S(=O)(=O)NC1=NC=NS1